5-nitro-N-(4-(7-(piperazine-1-yl)imidazo[1,2-a]pyridin-3-yl)phenyl)furan-2-carboxamide [N+](=O)([O-])C1=CC=C(O1)C(=O)NC1=CC=C(C=C1)C1=CN=C2N1C=CC(=C2)N2CCNCC2